The molecule is a 3-oxo-fatty acyl-CoA that results from the formal condensation of the thiol group of coenzyme A with the carboxy group of (13Z)-3-oxodocosenoic acid. It is a 3-oxo-fatty acyl-CoA, a long-chain fatty acyl-CoA, an 11,12-saturated fatty acyl-CoA and a monounsaturated fatty acyl-CoA. It is a conjugate acid of a (13Z)-3-oxodocosenoyl-CoA(4-). CCCCCCCC/C=C\\CCCCCCCCCC(=O)CC(=O)SCCNC(=O)CCNC(=O)[C@@H](C(C)(C)COP(=O)(O)OP(=O)(O)OC[C@@H]1[C@H]([C@H]([C@@H](O1)N2C=NC3=C(N=CN=C32)N)O)OP(=O)(O)O)O